C1(CC1)C=1N=CC(=NC1)NC1=CC=CC(=N1)C=1CCN(CC1)C(=O)[O-] 6-[(5-cyclopropylpyrazin-2-yl)amino]-3',6'-dihydro-2'H-[2,4'-bipyridine]-1'-carboxylate